5-(2-Isopropyl-4,5-dimethoxy-benzyl)-N2-(2-methoxy-ethyl)-pyrimidine-2,4-diamine C(C)(C)C1=C(CC=2C(=NC(=NC2)NCCOC)N)C=C(C(=C1)OC)OC